2-(4-(4-(dimethylamino)piperidine-1-carbonyl)phenyl)-5-phenyl-4-(2-(pyridin-3-yl)hydrazino)-2,4-dihydro-3H-pyrazol-3-one CN(C1CCN(CC1)C(=O)C1=CC=C(C=C1)N1N=C(C(C1=O)NNC=1C=NC=CC1)C1=CC=CC=C1)C